N-(1-(2-(1-methyl-1H-pyrazol-4-yl)phenyl)ethyl)ethenesulfonamide CN1N=CC(=C1)C1=C(C=CC=C1)C(C)NS(=O)(=O)C=C